C1=C(C=CC2=CC=CC=C12)C1=NNC(=C1)C(=O)NN 3-(2-naphthyl)-1H-pyrazole-5-carbohydrazide